OCNC(\C=C\C)=O N-hydroxymethyl-crotonamide